bis{(trifluoromethyl)dicarboxyphenoxy}biphenyl FC(F)(F)C1=C(C(=C(OC2=CC=C(C=C2)C2=CC=C(C=C2)OC2=C(C(=C(C=C2)C(F)(F)F)C(=O)O)C(=O)O)C=C1)C(=O)O)C(=O)O